diethyl ((6-(hydroxymethyl)pyridin-3-yl)methyl)phosphonate OCC1=CC=C(C=N1)CP(OCC)(OCC)=O